C(=O)(O)[C@H](CC(=O)C1=CC2=C(S1)C=C(C(=C2)CCCCNC=2C=C1CN(CC1=CC2OC)C(C[C@@H](C(=O)O)C)=O)OC)C (S)-4-(5-((4-(2-((S)-3-carboxybutanoyl)-6-methoxybenzo[b]thiophen-5-yl)butyl)amino)-6-methoxyisoindolin-2-yl)-2-methyl-4-oxobutanoic acid